1-allylpyridin C(C=C)N1CC=CC=C1